(R)-8-(1-((4-fluoro-2-((4-hydroxycyclohexyl)(methyl)amino)phenyl)amino)ethyl)-3,6-dimethyl-2-(tetrahydro-2H-pyran-4-yl)quinazolin-4(3H)-one FC1=CC(=C(C=C1)N[C@H](C)C=1C=C(C=C2C(N(C(=NC12)C1CCOCC1)C)=O)C)N(C)C1CCC(CC1)O